1-(1-Cyanomethyl)-2-ethyl-4-methyl-1H-imidazole C(#N)CN1C(=NC(=C1)C)CC